ClC1=CC(=C(\C=N\S(=O)C(C)(C)C)C=C1)C=1C=NN(C1)C (E)-N-(4-chloro-2-(1-methyl-1H-pyrazol-4-yl)benzylidene)-2-methylpropane-2-sulfinamide